N-{2-(1-adamantyl)-1-[(2-oxospiro[indoline-3,4'-tetrahydropyran]-6-yl)carbamoyl]-vinyl}-2-methylpyrazole-3-carboxamide C12(CC3CC(CC(C1)C3)C2)C=C(C(NC2=CC=C3C(=C2)NC(C32CCOCC2)=O)=O)NC(=O)C=2N(N=CC2)C